Diethyl 2-cyano-2-isopentyl-3-isobutylsuccinate C(#N)C(C(=O)OCC)(C(C(=O)OCC)CC(C)C)CCC(C)C